C(C(=C)C)(=O)SCCSC=1SC(=NN1)SCCCC 2-methacryloylthioethylthio-5-n-butylthio-1,3,4-thiadiazole